5-[1-(2-Fluoro-6-methyl-phenyl)-piperidin-3-yl]-2-methyl-7-(2-trifluoromethyl-benzyl)-2,4,5,7-tetrahydro-pyrazolo[3,4-d]pyrimidin-6-one FC1=C(C(=CC=C1)C)N1CC(CCC1)N1C(N(C=2C(C1)=CN(N2)C)CC2=C(C=CC=C2)C(F)(F)F)=O